[Mg].[Na].Cl[C] chlorocarbon sodium magnesium